Rac-Dimethylsilanylidenebis[2-methyl-4,8-bis(3,5-dimethylphenyl)-1,5,6,7-tetrahydro-s-indacenyl]zirconium dichloride [Cl-].[Cl-].C[Si](C)=[Zr+2](C1C(=CC2=C(C=3CCCC3C(=C12)C1=CC(=CC(=C1)C)C)C1=CC(=CC(=C1)C)C)C)C1C(=CC2=C(C=3CCCC3C(=C12)C1=CC(=CC(=C1)C)C)C1=CC(=CC(=C1)C)C)C